[B].C12=CC=C(N1)C=C1C=CC(=N1)C=C1C=CC(N1)=CC=1C=CC(N1)=C2 porphyrin boron